4-octylbenzaldehyde C(CCCCCCC)C1=CC=C(C=O)C=C1